acryloxyhexyl-chlorodimethylsilane C(C=C)(=O)OCCCCCC[Si](C)(C)Cl